Benzyl (3-methylpyrrolidin-3-yl)carbamate CC1(CNCC1)NC(OCC1=CC=CC=C1)=O